N(=[N+]=[N-])C=1C(=C(C=CC1F)C1CC(N(C1)CN1C=NC=C1)=O)F (-)-4-(3-azido-2,4-difluorophenyl)-1-(1H-imidazol-1-ylmethyl)pyrrolidin-2-one